(6aR)-8-acryloyl-4-chloro-1-(2,3-dimethylpiperidin-1-yl)-3-(2-fluoro-6-hydroxyphenyl)-6,6a,7,8,9,10-hexahydro-12H-pyrazino[2,1-c]pyrido[3,4-f][1,4]oxazepin-12-one C(C=C)(=O)N1C[C@@H]2COC3=C(C(N2CC1)=O)C(=NC(=C3Cl)C3=C(C=CC=C3O)F)N3C(C(CCC3)C)C